(R)-6-(2,4-bis(benzyloxy)-5-chlorophenyl)-1-(1-hydroxy-3-methylbutan-2-yl)-4-oxo-1,4-dihydropyridine-3-carboxylic acid ethyl ester C(C)OC(=O)C1=CN(C(=CC1=O)C1=C(C=C(C(=C1)Cl)OCC1=CC=CC=C1)OCC1=CC=CC=C1)[C@@H](CO)C(C)C